2-(((2-hydroxyethyl)amino)methyl)-3-methylpyrrolo[2,1-f][1,2,4]triazin-4(3H)-one OCCNCC1=NN2C(C(N1C)=O)=CC=C2